C(C)OC(C(C(C)NC=1C(=NC=C(C1)Br)N)(C)O)=O ((2-amino-5-bromopyridin-3-yl)amino)-2-hydroxy-2-methylbutanoic acid ethyl ester